5-thiophenylboric acid triethyl-ammonium salt C(C)[NH+](CC)CC.S1C=CC=C1OB([O-])[O-].C(C)[NH+](CC)CC